BrC1=C(C=CC=2OCCOC21)C=O 5-bromo-2,3-dihydro-1,4-benzodioxine-6-carbaldehyde